2-(cyanomethyl)piperazine-1-carboxylic acid phenylmethyl ester C1(=CC=CC=C1)COC(=O)N1C(CNCC1)CC#N